(R)-1-(2,5-difluoropyridin-3-yl)ethyl (4-(5-(2-methoxyisonicotinamido)pyridin-2-yl)-1-methyl-1H-1,2,3-triazol-5-yl)carbamate COC=1C=C(C(=O)NC=2C=CC(=NC2)C=2N=NN(C2NC(O[C@H](C)C=2C(=NC=C(C2)F)F)=O)C)C=CN1